1-((1S,3S)-1-(4-(((3R,5R,7R)-adamantan-1-yl)amino)phenyl)-3-butyl-6-methoxy-3,4-dihydroisoquinolin-2(1H)-yl)prop-2-yn-1-one hydrochloride Cl.C12(CC3CC(CC(C1)C3)C2)NC2=CC=C(C=C2)[C@@H]2N([C@H](CC3=CC(=CC=C23)OC)CCCC)C(C#C)=O